1-(5'-Chloro-2'-fluoro-[1,1'-biphenyl]-4-yl)-4-phenyl-1H-1,2,3-triazol ClC=1C=CC(=C(C1)C1=CC=C(C=C1)N1N=NC(=C1)C1=CC=CC=C1)F